5-(4-((S)-2-hydroxy-1-phenylethylamino)-5-(1,3,4-oxadiazol-2-yl)pyrimidin-2-ylamino)-3,3-dimethyl-1,3-dihydroisobenzofuran-1-carbonitrile OC[C@H](C1=CC=CC=C1)NC1=NC(=NC=C1C=1OC=NN1)NC=1C=C2C(OC(C2=CC1)C#N)(C)C